C(CC(=O)C)(=O)[O-].C(CC(=O)C)(=O)[O-].C(CC(=O)C)(=O)[O-].[Al+3] Aluminum tris(acetoacetate)